Cl.N1(CCCC1)CCO 2-(pyrrolidin-1-yl)ethanol hydrochloride